Cl.NC=1C=C(SC1)C1=NC(=NC=C1C(F)(F)F)NC=1C=C2CCNCC2=CC1Cl N-(4-(4-aminothiophen-2-yl)-5-(trifluoromethyl)pyrimidin-2-yl)-7-chloro-1,2,3,4-tetrahydroisoquinolin-6-amine hydrochloride